NC1=C2C(=NC=N1)NN=C2 4-amino-1H-pyrazolo[3,4-d]pyrimidin